C[C@@H]1OCC2([C@@H]1N)CCN(CC2)C2=CN=C1C(=N2)NN=C1N1CC[C@@H](C2=CC(=CC=C12)C1=NOC=N1)C (3S,4S)-3-methyl-8-(3-((S)-4-methyl-6-(1,2,4-oxadiazol-3-yl)-3,4-dihydroquinolin-1(2H)-yl)-1H-pyrazolo[3,4-b]pyrazin-6-yl)-2-oxa-8-azaspiro[4.5]decan-4-amine